N(N)C=1NC(=C(C(N1)=O)C)CCC 2-hydrazino-5-methyl-6-propylpyrimidin-4(1H)-one